(E)-1-bromo-3,7-dimethylocta-2,6-diene BrC\C=C(\CCC=C(C)C)/C